N-(3-((2-(dimethylamino)ethyl)carbamoyl)-5-(trifluoromethyl)phenyl)-1-((3-methyl-1H-pyrazolo[3,4-b]pyridin-5-yl)methyl)indoline-6-carboxamide CN(CCNC(=O)C=1C=C(C=C(C1)C(F)(F)F)NC(=O)C1=CC=C2CCN(C2=C1)CC=1C=C2C(=NC1)NN=C2C)C